benzyl (3R,5S)-3-({6,7-dimethoxy-1H,2H,3H-cyclopenta[b]quinolin-9-yl}amino)-5-methylpiperidine-1-carboxylate COC=1C(=CC=2C(=C3C(=NC2C1)CCC3)N[C@H]3CN(C[C@H](C3)C)C(=O)OCC3=CC=CC=C3)OC